NC1=C(N=C2C(=CC=NC2=C1)OC1=C(C=C(C=C1)NC(=O)C=1C(=NC(=C(C1O)C1=C(C=C(C=C1)F)C)C)C)F)OC N-[4-[(7-amino-6-methoxy-1,5-naphthyridin-4-yl)oxy]-3-fluorophenyl]-5-(4-fluoro-2-methylphenyl)-4-hydroxy-2,6-dimethylpyridine-3-carboxamide